butyl 1-amino-3,6,9,12,15,18,21,24-octaoxaheptacosan-27-oate NCCOCCOCCOCCOCCOCCOCCOCCOCCC(=O)OCCCC